Bis(1-adamantyl)butylphosphine C12(CC3CC(CC(C1)C3)C2)C(CCCP)C23CC1CC(CC(C2)C1)C3